tert-Butyl N-[1-[3-(2,4-dioxohexahydropyrimidin-1-yl)-1-methyl-indazol-6-yl]-4-piperidyl]carbamate O=C1N(CCC(N1)=O)C1=NN(C2=CC(=CC=C12)N1CCC(CC1)NC(OC(C)(C)C)=O)C